CC1=NC(=NC=C1)C1=CC=C(OC2=C3CCCC3=CC=C2[N+](=O)[O-])C=C1 (S)-4-(4-(4-methylpyrimidin-2-yl)phenoxy)-5-nitro-2,3-dihydro-1H-indene